2-(3-((1s,3s)-3-methoxy-1-(4-methyl-4H-1,2,4-triazol-3-yl)cyclobutyl)-5-(methylamino)phenyl)-6-(((1-methylcyclobutyl)amino)methyl)-4-(trifluoromethyl)isoindolin-1-one COC1CC(C1)(C1=NN=CN1C)C=1C=C(C=C(C1)NC)N1C(C2=CC(=CC(=C2C1)C(F)(F)F)CNC1(CCC1)C)=O